9H-fluoren-9-ylmethyl N-[(1R)-2-(4-bromo-3-methoxy-phenyl)-1-methyl-ethyl]carbamate BrC1=C(C=C(C=C1)C[C@@H](C)NC(OCC1C2=CC=CC=C2C=2C=CC=CC12)=O)OC